NC1=C(C=CC(=C1)F)NC(CCCCCNC(C1=C(C=CC(=C1)CC1=NNC(C2=CC=CC=C12)=O)F)=O)=O N-(6-((2-amino-4-fluorophenyl)amino)-6-oxohexyl)-2-fluoro-5-((4-oxo-3,4-dihydro-phthalazin-1-yl)methyl)benzamide